The molecule is a hexachlorobiphenyl that is biphenyl in which both of the phenyl rings are substituted at positons 2, 4, and 6 by chlorines. It is a hexachlorobiphenyl and a trichlorobenzene. C1=C(C=C(C(=C1Cl)C2=C(C=C(C=C2Cl)Cl)Cl)Cl)Cl